CC1(C(C(CC(C1)=O)C)=O)C 2,2,6-trimethyl-1,4-cyclohexanedione